((S)-1-((((2S,3S,4R,5R)-5-(6-chloro-4-(cyclopentylamino)-1H-pyrazolo[3,4-d]pyrimidin-1-yl)-3,4-dihydroxytetrahydro-furan-2-yl)methyl)sulfonyl)-2-phenylethyl)phosphonic acid ClC1=NC(=C2C(=N1)N(N=C2)[C@H]2[C@@H]([C@@H]([C@H](O2)CS(=O)(=O)[C@@H](CC2=CC=CC=C2)P(O)(O)=O)O)O)NC2CCCC2